O=C1N(C(=NC2=NC=CN=C12)SCC(=O)NC=1SC=CN1)CCC=1SC=CC1 2-((4-Oxo-3-(2-(thiophen-2-yl)ethyl)-3,4-dihydropteridin-2-yl)thio)-N-(thiazol-2-yl)acetamide